BrCC=1C(=NC=C(C1)Cl)C(=O)OC Methyl 3-(bromomethyl)-5-chloropyridine-2-carboxylate